NC(CCC1=CC=C(OC(C(=O)OC(C)(C)C)(C)C)C=C1)=O tert-butyl 2-(4-(3-amino-3-ketopropyl) phenoxy)-2-methylpropionate